C(C1=CC=CC=C1)OC=1C=C(C(=O)NC2=CNC3=CC(=C(C=C23)F)F)C=CC1 3-(benzyloxy)-N-(5,6-difluoro-1H-indol-3-yl)benzamide